1,2-bis((tert-butyl(pyridin-2-yl)phosphino)methyl)benzene C(C)(C)(C)P(C1=NC=CC=C1)CC1=C(C=CC=C1)CP(C1=NC=CC=C1)C(C)(C)C